O=C1C(C(CC1)=O)OC(CN1CCNCCNCCNCC1)=O 10-(2-((2,5-dioxocyclopentyl)oxy)-2-oxoethyl)-1,4,7,10-tetraazacyclododecane